tert-butyl N-[(1S)-2-[(3S)-3-[[(7-bromo-2-quinolyl)-methylamino]carbamoyl]hexahydropyridazin-1-yl]-1-methyl-2-oxo-ethyl]carbamate BrC1=CC=C2C=CC(=NC2=C1)N(C)NC(=O)[C@H]1NN(CCC1)C([C@H](C)NC(OC(C)(C)C)=O)=O